COC=1C=CC(=NC1[C@H]1[C@@H](C1)C(=O)O)C=1C=NC=C(C1)COC1=CC=C(C=C1)C(F)(F)F trans-2-(5-methoxy-5'-{[4-(trifluoromethyl)phenoxy]methyl}-2,3'-bipyridin-6-yl)cyclopropanecarboxylic acid